ICCCCC#C 1-iodo-5-hexyne